C(C(=O)O)(=O)O.C(CC(C)C)C1C(OC=C1)=O isoamyl-furanone oxalate